(R)-4-methyl-5-(4-((1-(thiophen-3-yl)-1H-pyrazol-4-yl)methyl)morpholin-2-yl)isobenzofuran-1(3H)-one CC1=C2COC(C2=CC=C1[C@@H]1CN(CCO1)CC=1C=NN(C1)C1=CSC=C1)=O